NC([C@H](C)N1C(N(C2=C1C=C(C=C2)C(=O)NC2(CCS(CC2)(=O)=O)C)C2=CC(=CC=C2)OC(F)F)=O)=O (S)-3-(1-amino-1-oxopropan-2-yl)-1-(3-(difluoromethoxy)phenyl)-N-(4-methyl-1,1-dioxidotetrahydro-2H-thiopyran-4-yl)-2-oxo-2,3-dihydro-1H-benzo[d]imidazole-5-carboxamide